Cl.ClC=1SC=CC1[C@@]12[C@@H](OCCN1)CCCC2 (4aS,8aS)-4a-(2-chloro-3-thiophenyl)octahydro-2H-benzo[b][1,4]oxazine hydrochloride